C[Si](O[Si](C)(C)C)(O[Si](C)(C)C)CCCNC1=NC=NC=N1 6-[(3-{1,3,3,3-tetramethyl-1-[(trimethylsilyloxy)]disiloxanyl}propyl)amino]-s-triazine